[N-](S(=O)(=O)C(F)(F)F)S(=O)(=O)C(F)(F)F.C(CCC)C(CCCCCP)(CCCC)CCCC tributyl-hexyl-phosphine bistrifluoromethanesulfonimide salt